5-bromo-2-(fluoromethyl)-7-(methylthio)-2,3-dihydro-[1,4]dioxino[2,3-c]pyridine BrC1=NC(=CC2=C1OCC(O2)CF)SC